ethyl 3,4-diaminophenylacetate NC=1C=C(C=CC1N)CC(=O)OCC